N1N=NC2=C1C=CC(=C2)CN2C(C1=CC=CC(=C1C2CC2=C(C=NN2C)Cl)F)=O 2-((1H-benzo[d][1,2,3]triazol-5-yl)methyl)-3-((4-chloro-1-methyl-1H-pyrazol-5-yl)methyl)-4-fluoroisoindolin-1-one